7-(2-cyclohexylethoxy)-5-fluoro-1-methyl-1H-indole C1(CCCCC1)CCOC=1C=C(C=C2C=CN(C12)C)F